ClC=1C(=NC=CC1)\C=N\[S@@](=O)C(C)(C)C (S,E)-N-((3-chloropyridin-2-yl)methylene)-2-methylpropane-2-sulfinamide